1-(4-(4-(3-(4-((4-(4-amino-3-(4-phenoxyphenyl)-1H-pyrazolo[3,4-d]pyrimidin-1-yl)piperidin-1-yl)methyl)piperidin-1-yl)propyl)piperazin-1-yl)phenyl)dihydropyrimidine-2,4(1H,3H)-dione NC1=C2C(=NC=N1)N(N=C2C2=CC=C(C=C2)OC2=CC=CC=C2)C2CCN(CC2)CC2CCN(CC2)CCCN2CCN(CC2)C2=CC=C(C=C2)N2C(NC(CC2)=O)=O